NCC(O)C1=CC(=C(C(=C1)Cl)N)Cl 2-amino-1-(4-amino-3,5-dichlorophenyl)ethanol